N1(CCCCC1)C(=O)ONC1=C(C(=CC=C1)C#N)N ((2-amino-3-cyanophenyl) amino) piperidine-1-carboxylate